5-(4-(((3S,4R)-3-Hydroxy-4-((5-(trifluoromethyl)pyridin-2-yl)amino)piperidin-1-yl)sulfonyl)phenyl)thiazole-2-carboxamide O[C@H]1CN(CC[C@H]1NC1=NC=C(C=C1)C(F)(F)F)S(=O)(=O)C1=CC=C(C=C1)C1=CN=C(S1)C(=O)N